tert-Butyl N-[4-[[4-[2-[4-[(2-chlorophenyl)sulfonylamino]-2-methyl-phenoxy]-3-pyridyl]pyrimidin-2-yl]amino]cyclohexyl]carbamate ClC1=C(C=CC=C1)S(=O)(=O)NC1=CC(=C(OC2=NC=CC=C2C2=NC(=NC=C2)NC2CCC(CC2)NC(OC(C)(C)C)=O)C=C1)C